C(C)OC(=O)C1=C(N=C(N=N1)SC)Cl 5-Chloro-3-(methylthio)-1,2,4-triazine-6-carboxylic acid ethyl ester